COC1=CC=C(C(C2=CC=C(C=C2)OC)(C2=CC=CC=C2)OC[C@@H]2[C@H](C[C@@H](O2)N2C=NC=3C(NC(C4=CC=CC=C4)=O)=NC=NC23)O)C=C1 5'-O-(4,4'-dimethoxytrityl)-N6-benzoyldeoxyadenosine